4-(difluoromethyl)-N'-hydroxybenzimidamide FC(C1=CC=C(C(N)=NO)C=C1)F